S(=O)(=O)(O)C(=CC1=CC=CC=C1)/C/1=C/C(=O)OC1=O sulfostyrene-maleic anhydride